2,4-dichloro-6-(4-fluorophenyl)-1,3,5-triazine ClC1=NC(=NC(=N1)Cl)C1=CC=C(C=C1)F